3,4,5-trimethyl-2,6-bis((R)-1-phenylethyl)aniline iron [Fe].CC=1C(=C(N)C(=C(C1C)C)[C@H](C)C1=CC=CC=C1)[C@H](C)C1=CC=CC=C1